propynyl-phenol C(#CC)C1=C(C=CC=C1)O